but-3-en-1-yl-(methyl)sulfane C(CC=C)SC